C(C)(C)(C)N1N=C(C=C1NC1=NC(=CN=C1)OC)[C@@H]1C[C@@H](CC1)N(C([O-])=O)C1(CC1)C (1R,3S)-3-(1-(tert-butyl)-5-((6-methoxypyrazine-2-yl)amino)-1H-pyrazol-3-yl)cyclopentyl(1-methylcyclopropyl)carbamate